FC=1C=CC2=C(C[C@H](CC=3N2C(=NN3)[C@@H]3CC[C@H](CC3)OC3=NC=CC=C3)OC)C1 (5R)-8-fluoro-5-methoxy-1-[trans-4-(pyridin-2-yloxy)cyclohexyl]-5,6-dihydro-4H-[1,2,4]triazolo[4,3-a][1]benzazepine